NC1=NC=CC2=C1C(=NN2[C@H]2C[C@@H](N(C2)C(C=C)=O)COC)C#CC2=CC1=C(N(C(=N1)C)C1CC1)C=C2 1-((2r,4s)-4-(4-amino-3-((1-cyclopropyl-2-methyl-1H-benzo[d]imidazol-5-yl)ethynyl)-1H-pyrazolo[4,3-c]pyridin-1-yl)-2-(methoxymethyl)pyrrolidin-1-yl)prop-2-en-1-one